CC=1C=C(C=CC1N1CCNCC1)NC1=NC=CC(=N1)N1C=C(C2=CC=CC=C12)C(=O)N 1-[2-(3-methyl-4-piperazin-1-yl-phenylamino)-pyrimidin-4-yl]-1H-indole-3-carboxamide